C1(=C(C=CC=C1)OC=1C=C2C3=C(C=NC2=CC1)C(C1=C3C=NC(=N1)C(F)(F)F)=O)C 2-(o-tolyloxy)-9-(trifluoromethyl)-7H-pyrimido[5',4':3,4]cyclopenta[1,2-c]quinolin-7-one